(E)-2-(morpholine-4-carbonyl)-3-(5-(1-(tetrahydro-2H-pyran-4-yl)-1,6-dihydroimidazo[4,5-d]pyrrolo[2,3-b]pyridin-2-yl)furan-2-yl)acrylonitrile N1(CCOCC1)C(=O)\C(\C#N)=C\C=1OC(=CC1)C1=NC=2C(=C3C(=NC2)NC=C3)N1C1CCOCC1